NC1=C(N=NC(=C1)C(F)F)C#N 4-amino-6-(difluoromethyl)pyridazine-3-carbonitrile